ClN1[C@@H](C2=CC=C(C=C2CC1)C(=O)OC)C1=CC=CC=C1 methyl (1R)-2-chloro-1-phenyl-3,4-dihydro-1H-isoquinoline-6-carboxylate